C12(CC3CC(CC(C1)C3)C2)C(=O)N2C3CN(CC2C3)C3=NC=C(C=C3)C3=NOC(=N3)C(F)(F)F Adamantan-1-yl(3-(5-(5-(trifluoromethyl)-1,2,4-oxadiazol-3-yl)pyridin-2-yl)-3,6-diazabicyclo[3.1.1]heptan-6-yl)methanone